C1(CCCCC1)C(C(=O)NC1CCCCC1)N1C(=NC2=C1C=CC=C2)C2=CC(=CC(=C2)F)F 2,N-dicyclohexyl-2-[2-(3,5-difluoro-phenyl)-benzimidazol-1-yl]-acetamide